[Br-].[NH2+]1CCCC1 N-pyrrolidinium bromide